FC=1C=C2C(=NNC2=CC1OCCOC)C1=CC(=NO1)C1=CC=C(C=C1)C(=O)N1CC2(CCO2)C1 5-Fluoro-6-(2-methoxyethoxy)-3-[3-(4-{1-oxa-6-azaspiro[3.3]heptan-6-carbonyl}phenyl)-1,2-oxazol-5-yl]-1H-indazol